C(C)(C)(C)C=1C=CC(=C(C1)C(C)(C)OC)C(C)(C)OC 5-tert-butyl-bis(2-methoxy-2-propyl)benzene